O1CC(C1)N1C=NC=C1C=1N=C(SC1)C(=O)NC1CCC(CC1)NCC(F)(F)F 4-(1-(oxetan-3-yl)-1H-imidazol-5-yl)-N-((1r,4r)-4-((2,2,2-trifluoroethyl)amino)cyclohexyl)thiazole-2-carboxamide